N1C[C@@H](CCC1)CC1=CNC2=CC=CC=C12 3-[(3S)-piperidin-3-ylmethyl]-1H-indole